2-(5-(4-chlorophenyl)-1-(2,4-dichlorophenyl)-4-methyl-1H-pyrazol-3-yl)-N-ethyl-2-oxoacetamide ClC1=CC=C(C=C1)C1=C(C(=NN1C1=C(C=C(C=C1)Cl)Cl)C(C(=O)NCC)=O)C